C(CCC)N1C(CCCC1)C(=O)NC1=C(C=CC=C1C)C 1-butyl-N-(2,6-dimethylphenyl)piperidine-2-formamide